bismuth sulfide carbonate C([O-])([O-])=O.[Bi+]=S.[Bi+]=S